(S)-1-(2-chloro-6-fluorobenzyl)-N-(4-fluoro-2-(2-hydroxyethoxy)benzyl)-3,4-dimethyl-2-oxo-1,2,3,4-tetrahydro-quinazoline-7-carboxamide ClC1=C(CN2C(N([C@H](C3=CC=C(C=C23)C(=O)NCC2=C(C=C(C=C2)F)OCCO)C)C)=O)C(=CC=C1)F